C(C)(C)(C)[Si](C)(C)OC1CC(C1)N=C=S tert-butyl-((1S,3S)-3-isothiocyanatocyclobutoxy)dimethylsilane